C1(CCC1)CNCC=1C=CC=2N(C1)C=C(N2)C(C)NC(C2=CN=CC(=C2)N(C)C)=O N-(1-(6-(((cyclobutylmethyl)amino)methyl)imidazo[1,2-a]pyridin-2-yl)ethyl)-5-(dimethylamino)nicotinamide